2,3-dihydro-1H-inden-5-yl 2-(3-(3,4-difluorophenyl)-5-((dimethylcarbamoyl)oxy)-1H-pyrazol-1-yl)thiazole-4-carboxylate FC=1C=C(C=CC1F)C1=NN(C(=C1)OC(N(C)C)=O)C=1SC=C(N1)C(=O)OC=1C=C2CCCC2=CC1